C1(CCC(CC1)[NH+]1CCCCC1)[NH+]1CCCCC1 1,1'-(1,4-Cyclohexanediyl)dipiperidinium